3-(1-Benzyl-1H-1,2,3-triazol-4-yl)-2-(4-chlorophenyl)imidazo[1,2-a]pyridin C(C1=CC=CC=C1)N1N=NC(=C1)C1=C(N=C2N1C=CC=C2)C2=CC=C(C=C2)Cl